C(C)(C)(C)OC(=O)N1C[C@H]([C@@H](C1)C)C=1NC(C=2N(C1)C(=NC2Br)C=2CCOCC2)=O |r| racemic-trans-3-[1-bromo-3-(3,6-dihydro-2H-pyran-4-yl)-8-oxo-7,8-dihydro-imidazo[1,5-a]pyrazin-6-yl]-4-methyl-pyrrolidine-1-carboxylic acid tert-butyl ester